N-[1-{4-[2-(aminomethyl)phenyl]thiophen-2-yl}ethyl]-6,7-dimethoxy-2-methylquinazolin-4-amine NCC1=C(C=CC=C1)C=1C=C(SC1)C(C)NC1=NC(=NC2=CC(=C(C=C12)OC)OC)C